C1=CC=CC=2C3=CC=CC=C3C(C12)COC(=O)N[C@@](C(=O)OC)(CCC=C)C (R)-methyl 2-((((9H-fluoren-9-yl)methoxy)carbonyl)amino)-2-methylhex-5-enoate